Oxiranemethanol O1C(C1)CO